C(C)(C)(C)OC(=O)N1CC(CC1)N1C(=NC=2C1=C1C(=NC2)N(C=C1)S(=O)(=O)C1=CC=CC=C1)C1=C(C=CC=C1)O 3-(2-(2-hydroxyphenyl)-6-(benzenesulfonyl)imidazo[4,5-d]pyrrolo[2,3-b]pyridin-1(6H)-yl)pyrrolidine-1-carboxylic acid tert-butyl ester